Cl[Zn]C=1N(C(=C(N1)C1=NC2=C(N=NC(=C2)C(C(F)(F)F)(F)F)N1C)SCC)C Chloro{5-(ethylsulfanyl)-1-methyl-4-[7-methyl-3-(pentafluoroethyl)-7H-imidazo[4,5-c]pyridazin-6-yl]-1H-imidazol-2-yl}zinc